ClC1=CC(=C(COC2=CC=CC=N2)C=C1)F 6-((4-chloro-2-fluorobenzyl)oxy)pyridin